2-sec.-Butyl-3-methoxypyrazin C(C)(CC)C1=NC=CN=C1OC